dineopentyl 2,3-diisopropyl-2-methylsuccinate C(C)(C)C(C(=O)OCC(C)(C)C)(C(C(=O)OCC(C)(C)C)C(C)C)C